5-(2-Cyclopropyl-5-phenyl-3H-imidazol-4-yl)-3-(2,2-dimethylpropyl)-3H-imidazo[4,5-b]pyridine methanesulfonate CS(=O)(=O)O.C1(CC1)C1=NC(=C(N1)C1=CC=C2C(=N1)N(C=N2)CC(C)(C)C)C2=CC=CC=C2